tert-butyl (2S)-4-(methylamino)-2-phenylpiperidine-1-carboxylate CNC1C[C@H](N(CC1)C(=O)OC(C)(C)C)C1=CC=CC=C1